ClC1=C(C(=CC=C1Cl)OCOC)C1NCC(C1)=O 2-[2,3-dichloro-6-(methoxymethoxy)phenyl]-4-oxopyrrolidine